[Br-].C[NH+](CC=1N(C=NC1[N+](=O)[O-])C)C dimethyl-[(3-methyl-5-nitroimidazol-4-yl)methyl]ammonium bromide